ClC(C(=O)[O-])(Cl)Cl.[Pr+3].ClC(C(=O)[O-])(Cl)Cl.ClC(C(=O)[O-])(Cl)Cl Praseodymium trichloroacetate